trans-4-((5-fluoro-4-(3-(piperidin-1-yl)phenyl)pyrimidin-2-yl)amino)cyclohexyl (4-nitrophenyl) carbonate C(O[C@@H]1CC[C@H](CC1)NC1=NC=C(C(=N1)C1=CC(=CC=C1)N1CCCCC1)F)(OC1=CC=C(C=C1)[N+](=O)[O-])=O